[Si](C)(C)(C(C)(C)C)OCC1(CC1)CN1N=C2C=C(C(=CC2=C1)N)Cl (1-(((tert-butyldimethylsilyloxy)methyl)cyclopropyl)methyl)-6-chloro-2H-indazol-5-amine